1-(6-Bromo-1-phenylisoindolin-2-yl)pentan-1-one BrC1=CC=C2CN(C(C2=C1)C1=CC=CC=C1)C(CCCC)=O